C(C(O)C)(=O)OCC(OC(C(O)C)=O)COC(C(O)C)=O Glycerol tri-lactate